FC(C=1C=C(C=CC1F)C=1C=C2C(=NC1)C=NN2CC(=O)N(C)CC)F 2-[6-[3-(Difluoromethyl)-4-fluoro-phenyl]pyrazolo[4,3-b]pyridin-1-yl]-N-ethyl-N-methyl-acetamide